C(C=C)(=O)O.NC(CO)O aminoethylene glycol acrylate salt